tert-butyl 2,5-bis(hydroxymethyl)pyrrolidine-1-carboxylate OCC1N(C(CC1)CO)C(=O)OC(C)(C)C